(R)-tert-butyl 4-((8-isopropyl-2-((1-(pyridin-4-yl)ethyl)amino)pyrazolo[1,5-a][1,3,5]triazin-4-yl)amino)piperidine-1-carboxylate C(C)(C)C=1C=NN2C1N=C(N=C2NC2CCN(CC2)C(=O)OC(C)(C)C)N[C@H](C)C2=CC=NC=C2